ClC1=C(C=CC=C1)[C@]12[C@H](OCCN1)CCCC2 (4aR,8aR)-4a-(2-chlorophenyl)octahydro-2H-benzo[b][1,4]oxazine